P(=O)(OCC)([O-])F.[Li+] Lithium Ethyl Fluorophosphate